1-methyl-5-(4-((trimethylsilyl)ethynyl)phenyl)-1H-pyrazole CN1N=CC=C1C1=CC=C(C=C1)C#C[Si](C)(C)C